8-(4-Chloro-2-(trifluoromethyl)phenyl)-9-(4-((1-(3-fluoropropyl)azetidin-3-yliden)methyl)phenyl)-6,7-dihydro-5H-benzo[7]annulen ClC1=CC(=C(C=C1)C=1CCCC2=C(C1C1=CC=C(C=C1)C=C1CN(C1)CCCF)C=CC=C2)C(F)(F)F